(trans)-2-[5-(diethylaminomethyl)-2-pyridyl]ethylene C(C)N(CC)CC=1C=CC(=NC1)C=C